N1=CC(=CC=C1)C=1N=C(NC1)C(=O)N 3-pyridylimidazolecarboxamide